C1(CC1)CC1(NC=C(C(=N1)NC1=CC=C(C=C1)OC(F)F)N)N 2-(cyclopropylmethyl)-N4-(4-(difluoromethoxy)phenyl)pyrimidine-2,4,5-triamine